ClC1=CC2=C(C3=CC=CC=C3C=C2C=C1)OCCCC 2-chloro-9-(n-butyloxy)anthracene